C(CCC)(=O)OC=1C=C2C(=CNC2=CC1)C[C@@H](CO)NC(CCC)=O (S)-3-(2-butyramido-3-hydroxypropyl)-1H-indol-5-yl butyrate